4-(2,3-dimethyl-4-benzoylphenylthio)phenylbis(4-chlorophenyl)sulfonium hexafluoroantimonate F[Sb-](F)(F)(F)(F)F.CC1=C(C=CC(=C1C)C(C1=CC=CC=C1)=O)SC1=CC=C(C=C1)[S+](C1=CC=C(C=C1)Cl)C1=CC=C(C=C1)Cl